OCCN(CCCCCCCC(=O)[O-])CCCCCC(OCCCCCCCCCCC)=O 8-{(2-hydroxyethyl)[6-oxo-6-(undecyloxy)hexyl]amino}-octanoate